N-[[4-(hydroxymethyl)-1-[4-(pentafluoro-λ6-sulfaneyl)phenyl]indazol-3-yl]methyl]prop-2-enamide OCC1=C2C(=NN(C2=CC=C1)C1=CC=C(C=C1)S(F)(F)(F)(F)F)CNC(C=C)=O